17-hydroxy-4Z,7Z,10Z,13Z,15E,19Z-docosahexaenoic acid OC(CCC\C=C/C=C\C=C\C=C/C=C\C=CC(=O)O)CCCCC